F[C@]1(CCNCCC1)C(=O)N[C@@H](\C=C/S(=O)(=O)C)C (4R)-4-fluoro-N-[(Z,1R)-1-methyl-3-methylsulfonyl-allyl]azepane-4-carboxamide